[Co]=O.[Zn] Zinc cobalt oxide